C[C@@H]1N(CC1)C1=NC(=CC(=N1)N1CCN(CC1)CC(=O)N1CCNCC1)C(F)(F)F (S)-2-(4-(2-(2-methylazetidine-1-yl)-6-(trifluoromethyl)pyrimidin-4-yl)piperazin-1-yl)-1-(piperazin-1-yl)ethan-1-one